CC1=CC=CC=2C3=CC=CC(=C3N(C12)C1=C(C=CC=C1)N1C2=C(C=CC=C2C=2C=CC=C(C12)C)C)C bis(1,8-dimethyl-9H-carbazol-9-yl)benzene